C(C)(C)(C)C1=NC=CC=C1O 2-tert-Butylpyridin-3-ol